hexadecenic acid C(C=CCCCCCCCCCCCCC)(=O)O